(E)-10-Benzylidene-7-bromo-3,3-dimethyl-2,3,4a,9,9a,10-hexahydro-1H-indeno[1,2-c]pyrazolo[1,2-a]pyrazol-1-one C(/C1=CC=CC=C1)=C\1/C2C(N3N1C(CC3(C)C)=O)C=3C=CC(=CC3C2)Br